2-(4-Cyano-phenyl)-N-(5,6-dimethoxy-benzothiazol-2-yl)-2-[4-(piperazine-1-carbonyl)-phenoxy]-acetamide C(#N)C1=CC=C(C=C1)C(C(=O)NC=1SC2=C(N1)C=C(C(=C2)OC)OC)OC2=CC=C(C=C2)C(=O)N2CCNCC2